TRIAZOLINEDIONE C1(=O)C(=O)N=NN1